O[C@@]1([C@H](/C=C/[C@@H]([C@H](C(C(C[C@H](CC1)O)=O)=O)\C(\C)=C\C=C\[C@H](C)C1=NC=CC=C1)C)OC(=O)N1CCN(CC1)C1CCCCCC1)C 4-cycloheptylpiperazine-1-carboxylic acid [(2s,3s,4e,6s,7s,10s)-7,10-dihydroxy-3,7-dimethyl-12-oxo-2-[(2e,4e,6s)-6-pyridin-2-ylhept-2,4-dien-2-yl]-1-oxocyclododec-4-en-6-yl] ester